4-(methyl)-1,1'-biphenyl CC1=CC=C(C=C1)C1=CC=CC=C1